FC(C1=NN=C(O1)C1=C(C=C(C=C1)CN1N=C(N=N1)C1=CC2=C(N(C(=N2)N)C)C=C1)F)F 5-[2-[[4-[5-(difluoromethyl)-1,3,4-oxadiazol-2-yl]-3-fluorophenyl]methyl]tetrazol-5-yl]-1-methylbenzimidazole-2-amine